N-[(1S)-1-(dicyclopropylmethyl)-2-[4-(3,5-dimethyl-1H-pyrazol-4-yl)anilino]-2-oxo-ethyl]-2-(2-methylsulfinylethyl)pyrazole-3-carboxamide C1(CC1)C([C@@H](C(=O)NC1=CC=C(C=C1)C=1C(=NNC1C)C)NC(=O)C=1N(N=CC1)CCS(=O)C)C1CC1